1-(4-(3-(6-(1H-pyrazol-1-yl)pyrid-3-yl)-1-(2,6-difluorobenzyl)-5-((dimethylamino)methyl)-2,4-dioxo-1,2,3,4-tetrahydrothieno[2,3-d]pyrimidin-6-yl)phenyl)-3-(2,2-difluoroethyl)urea N1(N=CC=C1)C1=CC=C(C=N1)N1C(N(C2=C(C1=O)C(=C(S2)C2=CC=C(C=C2)NC(=O)NCC(F)F)CN(C)C)CC2=C(C=CC=C2F)F)=O